FC(C1=NN=C(S1)C1=NC=C2N1C=C(C=C2C2CCN(CC2)C(=O)N(C)C)S(NC2(CC2)C)(=O)=O)F 4-(3-(5-(difluoromethyl)-1,3,4-thiadiazol-2-yl)-6-(N-(1-methylcyclopropyl)sulfamoyl)imidazo[1,5-a]pyridin-8-yl)-N,N-dimethyl-piperidine-1-carboxamide